N,N-Dimethyl-formamide diethyl-2-(5-chloro-4-methylpyridin-2-yl)malonate C(C)OC(C(C(=O)OCC)C1=NC=C(C(=C1)C)Cl)=O.CN(C=O)C